ClC=1C=C2C(=CC1Cl)NC([C@]21CN(CC1)C([C@H](C)O)=O)=O (S)-5,6-dichloro-1'-((S)-2-hydroxypropan-oyl)spiro[indoline-3,3'-pyrrolidin]-2-one